(3ar,6as)-2-(2,2-difluoroethyl)-octahydropyrrolo[3,4-c]pyrrole FC(CN1C[C@@H]2CNC[C@@H]2C1)F